C1(CCCCC1)C1=CC=C(C=C1)C=1NC=2N(C(C1)=O)N=C(C2C(=O)N2[C@H]([C@H](C2)CF)C)C(=O)N(C)C 5-(4-cyclohexylphenyl)-3-((2S,3S)-3-(fluoromethyl)-2-methylazetidine-1-carbonyl)-N,N-dimethyl-7-oxo-4,7-dihydropyrazolo[1,5-a]pyrimidine-2-carboxamide